1,4-diisobutoxy-2,3-dicyanonaphthalene C(C(C)C)OC1=C(C(=C(C2=CC=CC=C12)OCC(C)C)C#N)C#N